CN1N=CC2=CC(=CC=C12)/C=C/C(=O)OC(C)(C)C tert-butyl (E)-3-(1-methyl-1H-indazol-5-yl)acrylate